dimethyl-tetradecyl-(2-acrylamidopropyl)ammonium bromide [Br-].C[N+](CC(C)NC(C=C)=O)(CCCCCCCCCCCCCC)C